SCCCCCCCCCS(=O)(=O)[O-].[Na+] sodium 9-mercaptononanesulfonate